NC1=C(C=C(N=N1)C1=C(C=CC=C1)O)N1CC2CCC(C1)N2C2=CC(=NC=C2)C#CCN2CC1(C2)OCCCC1 2-[6-amino-5-[8-[2-[3-(5-oxa-2-azaspiro[3.5]nonan-2-yl)prop-1-ynyl]-4-pyridyl]-3,8-diazabicyclo[3.2.1]octan-3-yl]pyridazin-3-yl]phenol